N-((4RS,5RS)-3-((R)-1-(((S)-tert-butylsulfinyl)amino)ethyl)-7-ethyl-4-(4-fluorophenyl)-6-oxo-1-phenyl-4,5,6,7-tetrahydro-1H-pyrazolo[3,4-b]pyridin-5-yl)-3-(trifluoromethyl)benzamide C(C)(C)(C)[S@](=O)N[C@H](C)C1=NN(C=2N(C([C@@H]([C@@H](C21)C2=CC=C(C=C2)F)NC(C2=CC(=CC=C2)C(F)(F)F)=O)=O)CC)C2=CC=CC=C2 |&1:15,16|